2-bromo-4-tert-butyl-1-nitro-benzene BrC1=C(C=CC(=C1)C(C)(C)C)[N+](=O)[O-]